helium neon ((S)-2-((tert-Butoxycarbonyl)(methyl)amino)-2-(3-iodo-4-methoxyphenyl)acetyl)-L-alanine C(C)(C)(C)OC(=O)N([C@H](C(=O)N[C@@H](C)C(=O)O)C1=CC(=C(C=C1)OC)I)C.[Ne].[He]